CC1=NOC(=C1CNC1=C2C(=NC(=C1)N)C=C(S2)C2=CC=NN2)C N7-((3,5-dimethylisoxazol-4-yl)methyl)-2-(1H-pyrazol-5-yl)thieno[3,2-b]pyridine-5,7-diamine